C12CN(CC(CC1)N2)C2=NC(=NC1=C(C=CC=C21)F)OC[C@H]2N(CCC2)C 4-(3,8-diazabicyclo[3.2.1]octan-3-yl)-8-fluoro-2-(((S)-1-methylpyrrolidin-2-yl)methoxy)quinazolin